dimethylhafnium [2',2'''-(pyridine-2,6-diyl)bis(3-((3r,5r,7r)-adamantan-1-yl)-4,5-dimethyl-[1,1-biphenyl]-2-olate)] N1=C(C=CC=C1C1=C(C=CC=C1)C=1C(=C(C(=C(C1)C)C)C12CC3CC(CC(C1)C3)C2)[O-])C2=C(C=CC=C2)C=2C(=C(C(=C(C2)C)C)C23CC1CC(CC(C2)C1)C3)[O-].C[Hf+2]C